C(C1=CC=CC=C1)C=1C2=C(C(N(C1)C)=O)N(C(=C2)I)C2=C(C=CC=C2)C 4-benzyl-2-iodo-6-methyl-1-tolyl-1,6-dihydro-7H-pyrrolo[2,3-c]pyridin-7-one